2-(chloromethyl)-7-(cyclobutylmethoxy)-5-methylquinazolin-4(3H)-one ClCC1=NC2=CC(=CC(=C2C(N1)=O)C)OCC1CCC1